tert-butyl (2R,3S,4S)-4-[(tert-butoxycarbonyl)oxy]-2-[(4-methoxyphenyl)methyl]-3-({[2-(1H-pyrazol-3-yl)ethyl]carbamoyl}oxy)pyrrolidine-1-carboxylate C(C)(C)(C)OC(=O)O[C@@H]1[C@H]([C@H](N(C1)C(=O)OC(C)(C)C)CC1=CC=C(C=C1)OC)OC(NCCC1=NNC=C1)=O